N[C@@H]1CN(CC[C@H]1F)C1=NC2=C(N1CC(=O)N1[C@H](COCC1)C)C=C(C=C2)F 2-(2-((3R,4R)-3-Amino-4-fluoropiperidin-1-yl)-6-fluoro-1H-benzo[d]imidazol-1-yl)-1-((S)-3-methylmorpholino)ethan-1-on